[2H]C(C(CC=C)(C([2H])([2H])[2H])NC1=C(C=C(C(=N1)C(=O)OC)[N+](=O)[O-])C(F)(F)F)([2H])[2H] methyl 6-[1,1-bis(trideuteriomethyl)but-3-enylamino]-3-nitro-5-(trifluoromethyl)pyridine-2-carboxylate